(R)-4-(4-((1-(3-(1,1-difluoro-2-hydroxyethyl)-2-fluorophenyl)ethyl)amino)-7-methoxypyrido[2,3-d]pyrimidin-6-yl)thiomorpholine 1,1-dioxide FC(CO)(F)C=1C(=C(C=CC1)[C@@H](C)NC=1C2=C(N=CN1)N=C(C(=C2)N2CCS(CC2)(=O)=O)OC)F